6-bromo-4-(trifluoromethyl)-1H-pyrrolo[2,3-b]pyridine BrC1=CC(=C2C(=N1)NC=C2)C(F)(F)F